NC=1C=C(C=C(C1)C(F)(F)F)[C@@H](C)NC1=C2C(=CN=N1)C(N(C(=C2)N2CCN(CC2)CC)C)=O (R)-1-((1-(3-amino-5-(trifluoromethyl)phenyl)ethyl)amino)-7-(4-ethylpiperazin-1-yl)-6-methylpyrido[3,4-d]pyridazin-5(6H)-one